BrC(S(=O)(=O)C1=NC=CC=C1)(Br)Br 2-(tribromomethylsulfonyl)pyridine